ClC1=C(C(=CC=C1)CC)C1=CC(=CC(=C1)F)C(=O)OC methyl 2'-chloro-6'-ethyl-5-fluoro-[1,1'-biphenyl]-3-carboxylate